methyl 2-((allyloxy)methyl)acrylate C(C=C)OCC(C(=O)OC)=C